[N+](=O)([O-])C1=C(CSC=2N(C(=NN2)CN2C3=CC=CC=C3C=3C=CC=CC23)C2=CC=CC=C2)C=CC=C1 9-((5-((2-nitrobenzyl)thio)-4-phenyl-4H-1,2,4-triazol-3-yl)methyl)-9H-carbazole